methyl-7-phenyl-7,8,9,10-tetrahydro-4H-thieno[2',3':3,4]chromeno[7,6-f][1,2,5]thiadiazepine-2-carboxylic acid 11,11-dioxide CC1=C(SC=2COC3=CC=4N(CCNS(C4C=C3C21)(=O)=O)C2=CC=CC=C2)C(=O)O